2-amino-5-(2-pyridin-3-yl-ethoxy)-benzamide NC1=C(C(=O)N)C=C(C=C1)OCCC=1C=NC=CC1